1,2,3,5-O-tetranonanoyl-sorbitol C(CCCCCCCC)(=O)C(O)[C@](O)([C@@](O)([C@H](O)[C@H](OC(CCCCCCCC)=O)CO)C(CCCCCCCC)=O)C(CCCCCCCC)=O